C(C(C)C)N1CCNCC1 1-isobutylpiperazine